diethyl [(4-chlorobenzenesulfonyl)methyl]phosphonate ClC1=CC=C(C=C1)S(=O)(=O)CP(OCC)(OCC)=O